(methyl)carbamic acid tert-butyl ester C(C)(C)(C)OC(NC)=O